1-(2-methoxyethyl)-2-((4-(6-(thiazol-2-ylmethoxy)pyridin-2-yl)piperidin-1-yl)methyl)-1H-benzo[d]imidazole-6-carboxylic acid COCCN1C(=NC2=C1C=C(C=C2)C(=O)O)CN2CCC(CC2)C2=NC(=CC=C2)OCC=2SC=CN2